CC1(C(C1(C)C)CCOC1=NN(C=C1)C(=O)OC(C)(C)C)C tert-Butyl 3-[2-(2,2,3,3-tetramethylcyclopropyl)ethoxy]pyrazole-1-carboxylate